Sodium (ammonium) acetate C(C)(=O)[O-].[NH4+].[Na]